C(CCCCC(C)C)C=1C=CC2=C(CC(O2)=O)C1 5-isooctyl-benzofuran-2-one